COCC1=C(C=CC=C1)C (methoxymethyl)-2-methyl-benzene